3-(4-cyclobutoxyphenyl-methyl)-1-(4-fluorophenylmethyl)-1-((1-methylpiperidin-2-yl)methyl)urea C1(CCC1)OC1=CC=C(C=C1)CNC(N(CC1N(CCCC1)C)CC1=CC=C(C=C1)F)=O